2-((1H-pyrazolo[3,4-b]pyridin-5-yl)amino)-8-cyclopentylpterin N1N=CC=2C1=NC=C(C2)NC2(N=C1N(C=CN=C1C(N2)=O)C2CCCC2)N